COC(C(=O)O)(C)C methoxy-2-methylpropionic acid